(R)-2-(6-(2-(2-chloro-5-(trifluoromethyl)benzyl)-2H-tetrazol-5-yl)pyridin-2-yl)-2-hydroxy-propane-1-sulfonamide ClC1=C(CN2N=C(N=N2)C2=CC=CC(=N2)[C@@](CS(=O)(=O)N)(C)O)C=C(C=C1)C(F)(F)F